ClC1=NC=C(C(=N1)C1=CC(=C(C=C1)N(C)CC(C#N)(C)C)F)C ((4-(2-chloro-5-methylpyrimidin-4-yl)-2-fluorophenyl)(methyl)amino)-2,2-dimethylpropionitrile